5-((2-((3-(1H-pyrazol-3-yl)pyrrolidin-1-yl)methyl)-4-chloro-5-((3'-(3-((R)-3-hydroxypyrrolidin-1-yl)propoxy)-2,2'-dimethyl-[1,1'-biphenyl]-3-yl)methoxy)phenoxy)methyl)nicotinonitrile N1N=C(C=C1)C1CN(CC1)CC1=C(OCC=2C=NC=C(C#N)C2)C=C(C(=C1)Cl)OCC=1C(=C(C=CC1)C1=C(C(=CC=C1)OCCCN1C[C@@H](CC1)O)C)C